(1R,2R,3R)-N-[7-chloro-6-[4-((3R,4R)-4-fluoro-3-methyl-tetrahydrofuran-3-yl)piperazin-1-yl]-3-isoquinolinyl]-2-ethyl-3-(1-methylpyrazol-3-yl)cyclopropanecarboxamide ClC1=C(C=C2C=C(N=CC2=C1)NC(=O)[C@@H]1[C@@H]([C@H]1C1=NN(C=C1)C)CC)N1CCN(CC1)[C@@]1(COC[C@@H]1F)C